C(C)(C)(C)OC(=O)NC1CN(CC1COS(=O)(=O)C)C(=O)OCC1=CC=CC=C1 benzyl 3-(tert-butoxycarbonylamino)-4-(methylsulfonyloxymethyl)-pyrrolidine-1-carboxylate